FC=1C=CC2=C(C(NC=3CN(C[C@@H](C23)NC)C(=O)OC(C)(C)C)=O)C1 |r| racemic-tert-butyl 8-fluoro-1-(methylamino)-6-oxo-1,4,5,6-tetrahydrobenzo[c][1,7]naphthyridine-3(2H)-carboxylate